CC=1C(=NC(=CC1)C(F)(F)F)C1=NC(=NO1)[C@@H]1CC12CCN(CC2)S(=O)(=O)N (1R)-1-{5-[3-Methyl-6-(trifluoromethyl)pyridin-2-yl]-1,2,4-oxadiazol-3-yl}-6-azaspiro[2.5]octan-6-sulfonamid